Methyl ((1R,3R)-3-(6-((6-chloropyridin-2-yl)amino)-3-methyl-2-oxo-2,3-dihydro-1H-imidazo[4,5-c]pyridin-1-yl)cyclopentyl)carbamate ClC1=CC=CC(=N1)NC1=CC2=C(C=N1)N(C(N2[C@H]2C[C@@H](CC2)NC(OC)=O)=O)C